N1C=NC2=C1C=C(C=C2)C(=O)N2CC1=C(CCC2)N(N=C1)C 1H-Benzimidazol-6-yl(4,6,7,8-tetrahydro-1-methylpyrazolo[4,3-c]azepin-5(1H)-yl)methanone